NCCCCC(C(F)(F)F)N1CCN(CC1)C1=CC(=C(CN2N=C3C(N=C(N=C3NCCCC)N)=C2)C=C1)OC 2-(4-(4-(6-amino-1,1,1-trifluorohexan-2-yl)piperazin-1-yl)-2-methoxybenzyl)-N7-butyl-2H-pyrazolo[4,3-d]pyrimidine-5,7-diamine